CN(C1=CC=C(C=C1)C1=NC(=C2C=CC=NC2=C1)NCCCN1C(CCC1)=O)C 1-[3-[[7-[4-(dimethylamino)phenyl]-1,6-naphthyridin-5-yl]amino]propyl]-2-pyrrolidinone